5-((but-3-en-1-yloxy)methyl)pyridin-2(1H)-one C(CC=C)OCC=1C=CC(NC1)=O